2-(1-(4-chlorophenyl)-1H-pyrazol-3-yl)-N-(5-(trifluoromethyl)thiazol-2-yl)acetamide ClC1=CC=C(C=C1)N1N=C(C=C1)CC(=O)NC=1SC(=CN1)C(F)(F)F